1-(2-(4-fluorophenyl)-3-(2-(hydroxymethyl)pyridin-4-yl)-4,5,6,7-tetrahydropyrazolo[1,5-a]pyrazin-5-yl)ethan-1-one FC1=CC=C(C=C1)C1=NN2C(CN(CC2)C(C)=O)=C1C1=CC(=NC=C1)CO